C(CC)N=C1C=CC(C=C1)=NCCC dipropyl-1,4-benzoquinone diimine